((2R,3R)-3-(2-iodophenyl)-1,4-dioxaspiro[4.4]nonan-2-yl)methyl sulfamate S(N)(OC[C@H]1OC2(O[C@@H]1C1=C(C=CC=C1)I)CCCC2)(=O)=O